C[C@@H]1CN(C[C@@H]1NC)C(=O)OC(C)(C)C tert-butyl cis-3-methyl-4-(methylamino)pyrrolidine-1-carboxylate